O1CCC2=C1C=CC(=C2)CN(CCC2=CC=C(C=C2)NC(=O)C2=C(C=C(C(=C2)OC)OC)NC(=O)C=2OC1=CC=CC=C1C(C2)=O)C N-(2-((4-(2-(((2,3-Dihydrobenzofuran-5-yl)methyl)(methyl)amino)ethyl)phenyl)carbamoyl)-4,5-dimethoxyphenyl)-4-oxo-4H-chromene-2-carboxamide